(R)-2-hydroxy-N-(4-((4-methyl-6-(2-methylmorpholino)pyridin-2-yl)amino)-5-(6-azaspiro[2.5]oct-6-yl)quinazolin-7-yl)ethane-1-sulfonamide OCCS(=O)(=O)NC1=CC(=C2C(=NC=NC2=C1)NC1=NC(=CC(=C1)C)N1C[C@H](OCC1)C)N1CCC2(CC2)CC1